3-cyanobutylmethyldimethoxysilane C(#N)C(CC[Si](OC)(OC)C)C